Methyl (R)-4-bromo-1-(2-((tert-butoxycarbonyl)amino)-3-((tert-butyldiphenyl silyl)oxy)propyl)-1H-pyrrole-2-carboxylate BrC=1C=C(N(C1)C[C@H](CO[Si](C1=CC=CC=C1)(C1=CC=CC=C1)C(C)(C)C)NC(=O)OC(C)(C)C)C(=O)OC